ClC=1C=C2N=C3CCCCC3=C(C2=CC1)Cl 6-chloro-9-chloro-1,2,3,4-tetrahydroacridine